FC=1C(=NC=C(C1)C(C(C(C(F)F)(F)F)(F)F)(F)F)C=1C(=C(C(=O)N)C=C(C1)[N+](=O)[O-])SC1=NN=NN1C(CO)(C)C [3-fluoro-5-(1,1,2,2,3,3,4,4-octafluorobutyl)-2-pyridyl]-2-[1-(2-hydroxy-1,1-dimethyl-ethyl)tetrazol-5-yl]sulfanyl-5-nitro-benzamide